FC(C1=CC=C(S1)B1OC(C(O1)(C)C)(C)C)F (5-(difluoromethyl)thiophen-2-yl)-4,4,5,5-tetramethyl-1,3,2-dioxaborolane